4-(2-(5-(Chloromethyl)benzo[d]oxazol-2-yl)-6-cyclopropylpyridin-4-yl)-3-(4-methyl-4H-1,2,4-triazol-3-yl)benzonitrile ClCC=1C=CC2=C(N=C(O2)C2=NC(=CC(=C2)C2=C(C=C(C#N)C=C2)C2=NN=CN2C)C2CC2)C1